4-((2-(prop-1-en-1-yl)benzyl)amino)pyrimidin-5-carboxamide C(=CC)C1=C(CNC2=NC=NC=C2C(=O)N)C=CC=C1